((2R,3S,4R,5R)-5-(4-benzamidopyrrolo[2,1-f][1,2,4]triazin-7-yl)-5-cyano-3,4-dihydroxytetrahydrofuran-2-yl)methyl acetate C(C)(=O)OC[C@H]1O[C@@]([C@@H]([C@@H]1O)O)(C#N)C1=CC=C2C(=NC=NN21)NC(C2=CC=CC=C2)=O